Cl.N[C@H]1[C@@H](C1)C=1C=C(SC1C)C(=O)NC1CCOCC1 4-(trans-2-aminocyclopropyl)-5-methyl-N-(tetrahydro-2H-pyran-4-yl)thiophene-2-carboxamide Hydrochloride